C(C1=CC=CC=C1)N1N=C(C=CC1=O)C1=C(C=C(C=C1)OC)F 2-benzyl-6-(2-fluoro-4-methoxyphenyl)pyridazin-3(2H)-one